CN(CCC(=O)N1CCC(CC1)N1N=CC(=C1)CNC1=C2C(N(C(C2=CC=C1)=O)C1C(NC(CC1)=O)=O)=O)C 4-(((1-(1-(3-(dimethylamino)propanoyl)piperidin-4-yl)-1H-pyrazol-4-yl)methyl)amino)-2-(2,6-dioxopiperidin-3-yl)isoindoline-1,3-dione